CO/C=C(\C)/C=1C(=NC=CC1)C#N [(E)-2-methoxy-1-methyl-vinyl]pyridine-2-carbonitrile